(S)-9-(4-chloro-2-fluorophenyl)-2-(methoxymethoxy)-3-methyl-7-(2-(1-methyl-1H-pyrazol-4-yl)morpholino)-4H-pyrazino[1,2-a]pyrimidin-4-one ClC1=CC(=C(C=C1)C1=NC(=CN2C1=NC(=C(C2=O)C)OCOC)N2C[C@@H](OCC2)C=2C=NN(C2)C)F